FC1CC2(CCN(CC2)C(=O)OC(C)(C)C)CCC1=O tert-butyl 8-fluoro-9-oxo-3-azaspiro[5.5]undecane-3-carboxylate